BrC1=CC2=C(C(N(N=C2)C)=O)C=N1 7-Bromo-3-methylpyrido[3,4-d]pyridazin-4(3H)-one